N-hydroxy-4-(2-(5-(2-fluorophenyl)-1H-indol-3-yl)acetamido)benzamide sodium [Na].ONC(C1=CC=C(C=C1)NC(CC1=CNC2=CC=C(C=C12)C1=C(C=CC=C1)F)=O)=O